N-(6-chloropyridin-2-yl)-3,4-difluoro-5-(4-methylpyridin-3-yl)benzamide ClC1=CC=CC(=N1)NC(C1=CC(=C(C(=C1)C=1C=NC=CC1C)F)F)=O